IC1=CC(=NC(=C1OCCOC)C)C#N 4-Iodo-5-(2-methoxyethoxy)-6-methyl-2-cyanopyridine